OCC=1C=C(C=CC1)S(=O)(=O)N1C[C@@H](CCC1)C(=O)OCC Ethyl (3R)-1-[3-(hydroxymethyl)phenyl]sulfonylpiperidine-3-carboxylate